BrC=1C=CC(=C(C1)C(=O)N)OC(F)(F)F (5-bromo-2-(trifluoromethoxy)phenyl)carboxamide